γ-methacryloyloxypropyl-ethoxydiethylsilane C(C(=C)C)(=O)OCCC[Si](CC)(CC)OCC